NC1=C(C2=C(N=C(S2)C(=O)OC)C(=C1)F)C(C)C methyl 6-amino-4-fluoro-7-isopropylbenzo[d]thiazole-2-carboxylate